spiro[cyclohexane-1,2'-indoline] N1C2(CC3=CC=CC=C13)CCCCC2